(S)-5-(7-(2-(3-(but-3-yn-1-yl)-3H-diazirin-3-yl)ethoxy)-1,2,3,4-tetrahydronaphthalen-2-yl)-2-(2-chlorophenyl)-3-methyl-4,5,6,7-tetrahydro-3H-imidazo[4,5-c]pyridine C(CC#C)C1(N=N1)CCOC1=CC=C2CC[C@@H](CC2=C1)N1CC2=C(CC1)N=C(N2C)C2=C(C=CC=C2)Cl